C(C)OC(=O)C=1C(=NN2C1N=CC=C2)C2=C(C=CC(=C2)OC)F Ethyl-2-(2-fluoro-5-methoxyphenyl)pyrazolo[1,5-a]pyrimidine-3-carboxylate